OC1(CC1)C1=NNC(=N1)C1CC2(CN(C2)C(=O)N2CC3(C2)CC(C3)CC=3SC=C(N3)C(F)(F)F)C1 [6-[3-(1-hydroxycyclopropyl)-1H-1,2,4-triazol-5-yl]-2-azaspiro[3.3]heptan-2-yl]-[6-[[4-(trifluoromethyl)thiazol-2-yl]methyl]-2-azaspiro[3.3]heptan-2-yl]methanone